BrC=1C=C(C=CC1)CCN(CC(=O)O)S(=O)(=O)C1=CC=C(C=C1)C 2-(N-(3-bromophenyl-ethyl)-4-methylphenyl-sulphonylamino)acetic acid